methyl 3-((2-((S)-1-amino-2,2-dicyclopropylethyl)imidazo[1,2-b]pyridazin-6-yl)methyl)-5,5-difluoro-2-oxopiperidine-3-carboxylate N[C@@H](C(C1CC1)C1CC1)C=1N=C2N(N=C(C=C2)CC2(C(NCC(C2)(F)F)=O)C(=O)OC)C1